2-(4-fluoro-3-methoxybenzamido)benzo[d]thiazole-6-carboxylic acid FC1=C(C=C(C(=O)NC=2SC3=C(N2)C=CC(=C3)C(=O)O)C=C1)OC